CC=1SC2=C(N1)C=CC(=C2)C=2N=C1N(C(C2)=O)C=C(C=C1)N1CCNCC1 2-(2-methyl-1,3-benzothiazol-6-yl)-7-(piperazin-1-yl)-4H-pyrido[1,2-a]pyrimidin-4-one